3-(6-oxo-2-piperidinyl)propionic acid O=C1CCCC(N1)CCC(=O)O